hexahydroxyplatinum (IV) O[Pt-2](O)(O)(O)(O)O